C1(CCC1)CC1=CC=CC(=N1)N 6-(cyclobutylmethyl)pyridin-2-amine